COC1=C(C(C(=O)OC)(O)OC)C=CC=C1 Methyl dimethoxymandelate